dodec-anedioic acid C(CCCCCCCCCCC(=O)O)(=O)O